[Cl-].ClCC(C[N+](C)(C)C)O L-3-chloro-2-hydroxylpropyl-trimethylammonium chloride